4-(1-(1-(4-fluorophenyl)ethyl)-1H-1,2,3-triazol-4-yl)-N-(2-hydroxyethyl)benzenesulfonamide FC1=CC=C(C=C1)C(C)N1N=NC(=C1)C1=CC=C(C=C1)S(=O)(=O)NCCO